C[Si](CCOCN1C(=NC2=C1C=CC=C2)CO)(C)C (1-{[2-(trimethylsilyl)ethoxy]methyl}-1,3-benzodiazol-2-yl)methanol